1-(3-(2-((tert-butyldimethylsilyl)oxy)ethoxy)phenyl)ethan-1-ol [Si](C)(C)(C(C)(C)C)OCCOC=1C=C(C=CC1)C(C)O